C(C)(C)C1=CC=C(C=C1)CC(=O)N[C@H](C)C=1C=C2C(=CN1)N(N=C2)CC(F)(F)F (R)-2-(4-isopropylphenyl)-N-(1-(1-(2,2,2-trifluoroethyl)-1H-pyrazolo[3,4-c]pyridin-5-yl)ethyl)acetamide